(1-methylpiperazin-2-yl)methanol CN1C(CNCC1)CO